2-(4-chlorodibenzo[b,d]furan-1-yl)-4,4,5,5-tetramethyl-1,3,2-dioxaborolane ClC1=CC=C(C2=C1OC1=C2C=CC=C1)B1OC(C(O1)(C)C)(C)C